(S)-quinuclidin-3-yl 2-(2-(4-fluorophenyl)thiazol-4-yl)propan-2-ylcarbamate FC1=CC=C(C=C1)C=1SC=C(N1)C(C)(C)NC(O[C@@H]1CN2CCC1CC2)=O